B(O)O.N(CC(=O)O)CC(=O)O iminodiacetic acid boronate